CC=1C=C(C=C[N+](=O)[O-])C=CC1 m-methylnitrostyrene